OC=1C=2N(C=C(C1)NC(=O)C1=CC=C(C3=CN(N=C13)C)N1CCN(CC1)C(=O)OC(C)(C)C)C(=C(N2)C)C tert-butyl 4-[7-[(8-hydroxy-2,3-dimethyl-imidazo[1,2-a]pyridin-6-yl)carbamoyl]-2-methyl-indazol-4-yl]piperazine-1-carboxylate